Dimethyl-7,7'-(1,3-phenylene)bis(3,3-dimethylheptanoic acid) CC(C(=O)O)(C(CCCCC=1C=C(C=CC1)CCCCC(CC(=O)O)(C)C)(C)C)C